CC=1N=C(SC1C=1C=C2C=CNC(C2=CC1)=O)NC(=O)N1[C@@H](CCC1)C(=O)N (S)-N1-(4-methyl-5-(1-oxo-1,2-dihydroisoquinolin-6-yl)thiazol-2-yl)pyrrolidine-1,2-dicarboxamide